tert-butyl (R)-3-((8-fluoro-2-((tetrahydro-1H-pyrrolizin-7a(5H)-yl)methoxy)-7-(tributylstannyl)pyrido[4,3-d]pyrimidin-4-yl)(methyl)amino)pyrrolidine-1-carboxylate FC1=C(N=CC2=C1N=C(N=C2N([C@H]2CN(CC2)C(=O)OC(C)(C)C)C)OCC21CCCN1CCC2)[Sn](CCCC)(CCCC)CCCC